C(C)OC(COC1=NN(C(=C1Br)C1=CN=NC=C1)C1=C(C=CC=C1)F)=O Ethyl-{[4-bromo-1-(2-fluorophenyl)-5-(pyridazin-4-yl)-1H-pyrazol-3-yl]oxy}acetat